CC(CCCC(C)=O)=O 2,6-heptanedione